CN1CCN(CC1)C1=C2C=C(NC2=CC=C1)C(F)(F)F 4-(4-methylpiperazin-1-yl)-2-(trifluoromethyl)-1H-indole